F[C@H]1[C@@]2(CCC[C@](C[C@H]1OC1=CC=C(N=N1)C=1C=C3C=CC(=NC3=CC1O)C(=O)NC)(N2)C)C 6-(6-(((1s,2s,3r,5r)-2-fluoro-1,5-dimethyl-9-azabicyclo[3.3.1]non-3-yl)oxy)pyridazin-3-yl)-7-hydroxy-N-methylquinoline-2-carboxamide